[O-]S(=O)(=O)C(F)(F)F.CC([S+](C)C)(C1=CC=CC=C1)C dimethylphenyltrimethylsulfonium triflate